C(C)OC(=O)C1C(CN(CC1)C(=O)C1=C(OC=2N=CN=C(C21)NC2(CC2)C)C)=O (6-methyl-4-((1-methylcyclopropyl)amino)furo[2,3-d]pyrimidine-5-carbonyl)-3-oxopiperidine-4-carboxylic acid ethyl ester